4-(2-fluoroethoxy)benzonitrile FCCOC1=CC=C(C#N)C=C1